magnesium D-ascorbate O=C1C(O)=C([O-])[C@@H](O1)[C@H](O)CO.[Mg+2].O=C1C(O)=C([O-])[C@@H](O1)[C@H](O)CO